4-chloro-2-(methylthio)pyrimidine ClC1=NC(=NC=C1)SC